p-tolyl bis(dodecyl) phosphate P(=O)(OC1=CC=C(C=C1)C)(OCCCCCCCCCCCC)OCCCCCCCCCCCC